3-(4-ethyl-3-oxo-3,4-dihydro-2H-benzo[b][1,4]oxazin-7-yl)-1,2,4-oxadiazol C(C)N1C2=C(OCC1=O)C=C(C=C2)C2=NOC=N2